[Bi].B(O)(O)O Boric acid bismuth